ClC=1C=C(C=CC1F)NC(N([C@H](C)C1=CNC(C2=CC=CC=C12)=O)CCS(=O)(=O)C)=O (R)-3-(3-chloro-4-fluorophenyl)-1-(2-(methylsulfonyl)ethyl)-1-(1-(1-oxo-1,2-dihydroisoquinolin-4-yl)ethyl)urea